(2R,4R)-4-hydroxy-4-methyl-pyrrolidine O[C@@]1(CCNC1)C